(R)-(2-((2,4-Dimethoxybenzyl)amino)-4-((1-hydroxy-2-methylhexan-2-yl)amino)pyrido[3,2-d]pyrimidin-7-yl)boronic acid COC1=C(CNC=2N=C(C3=C(N2)C=C(C=N3)B(O)O)N[C@@](CO)(CCCC)C)C=CC(=C1)OC